((1s,4S)-4-ethoxy-4-(trifluoromethyl)cyclohexyl)-4-(5-(6-methylpyrimidin-4-yl)-1H-pyrazole-3-carbonyl)-4-azaspiro[2.5]octane-7-carboxamide C(C)OC1(CCC(CC1)C1CC12N(CCC(C2)C(=O)N)C(=O)C2=NNC(=C2)C2=NC=NC(=C2)C)C(F)(F)F